(4-(3-((2-(1-hydroxyethyl)-1H-imidazol-1-yl)methyl)isoxazol-5-yl)phenyl)acetylene OC(C)C=1N(C=CN1)CC1=NOC(=C1)C1=CC=C(C=C1)C#C